3-(2-thienyl)-1-propanol S1C(=CC=C1)CCCO